2-(3-benzoylphenyl)propionic acid-4-vinylbenzyl ester C(=C)C1=CC=C(COC(C(C)C2=CC(=CC=C2)C(C2=CC=CC=C2)=O)=O)C=C1